COC=1C(=NC(=NC1)N1CCNCC1)NC1=CC(=C(C=C1)[N+](=O)[O-])OC 5-methoxy-N-(3-methoxy-4-nitrophenyl)-2-(piperazin-1-yl)pyrimidin-4-amine